FC(OC1=CC2=C(N=C(S2)NC(=O)OCCNC(OCC2=CC=CC=C2)=O)C=C1)(F)F benzyl (2-(((6-(trifluoromethoxy)benzo[d]thiazol-2-yl)carbamoyl)oxy)ethyl)carbamate